4-((2-(4-(4-chloro-2-fluorophenyl)piperidin-1-yl)phenyl)sulfonamido)-N,N-dimethylbenzenesulfonamide ClC1=CC(=C(C=C1)C1CCN(CC1)C1=C(C=CC=C1)S(=O)(=O)NC1=CC=C(C=C1)S(=O)(=O)N(C)C)F